(R)-5-(1-((tert-butylsulfinyl)imino)ethyl)-3-((4-methoxybenzyl)oxy)-7-methylquinoxaline-2-carboxamide C(C)(C)(C)[S@@](=O)N=C(C)C1=C2N=C(C(=NC2=CC(=C1)C)C(=O)N)OCC1=CC=C(C=C1)OC